FC1=C(C=CC=C1)N1C(SC=C1C=1C=C(C(=O)NCCCCN2N=CC=C2)C=CC1)=O 3-(3-(2-fluorophenyl)-4-thiazolinonyl)-N-(4-1-N-pyrazolylbutyl)benzamide